FC(OC=1C=C2C=C([C@@H](OC2=CC1)C(F)(F)F)C(=O)[O-])(F)F (R)-6-(trifluoromethoxy)-2-(trifluoromethyl)-2H-chromen-3-carboxylat